N-(5-(3,4-dimethylcinnolin-6-yl)thiazol-2-yl)-3-fluorotetrahydrofuran-3-carboxamide CC=1N=NC2=CC=C(C=C2C1C)C1=CN=C(S1)NC(=O)C1(COCC1)F